(3s,4r)-4-((4-(3-(2-aminopropane-2-yl)-8-fluoroquinolin-6-yl)-5-chloropyrimidin-2-yl)amino)tetrahydro-2H-pyran-3-ol NC(C)(C)C=1C=NC2=C(C=C(C=C2C1)C1=NC(=NC=C1Cl)N[C@H]1[C@@H](COCC1)O)F